COC1=C(C=C(C=C1)C)S(=O)(=O)NC=1C=C(C(=O)NC2=CC(=CC=C2)C(F)(F)F)C=CC1 3-((2-methoxy-5-methylphenyl)sulfonamido)-N-(3-(trifluoromethyl)phenyl)benzamide